BrC=1C=C(C(=C(C1)F)[N+](=O)[O-])F 5-bromo-1,3-difluoro-2-nitrobenzene